1-[(4-bromo-2,5-difluoro-phenyl)methyl]pyrimidine-2,4-dione BrC1=CC(=C(C=C1F)CN1C(NC(C=C1)=O)=O)F